OC[C@@H](C(=O)O)C (S)-(+)-3-HYDROXY-2-METHYL-PROPIONIC ACID